FS(C1=CC=C(C=C1)N[C@@H]1CC[C@H](CC1)S(=O)(=N)C1=CC=C(C=C1)C=1C=CC=2N(C1)C(NN2)=O)(F)(F)(F)F 6-(4-{[trans-4-{[4-(pentafluoro-λ6-sulfanyl)phenyl]Amino}cyclohexyl]sulfonimidoyl}phenyl)-2H,3H-[1,2,4]triazolo[4,3-a]pyridin-3-one